C(C1=CC=CC=C1)OC([C@@H](CC(=O)O)NC(=O)OC(C)(C)C)=O (3R)-4-benzyloxy-3-(tert-butoxycarbonylamino)-4-oxobutanoic acid